C(C)(C)(C)OC(=O)NC1CCC(CC1)C(=O)O 4-[(tert-butoxy)carbonyl]Aminocyclohexane-1-carboxylic acid